C(C)(C)(C)N[C@@H](CCCCNC(=O)OCC1=CC=CC=C1)C(=O)O tert-butyl-N6-((benzyloxy)carbonyl)-L-lysine